FC(F)(F)C1=CC=2NC(C3N(C2O1)CCNC3)=O (trifluoromethyl)-6,7,8,9-tetrahydro-4H-furo[3,2-e]pyrazino[1,2-a]pyrazin-5(5aH)-one